C(#N)C1=CC=C(C=N1)NC(C1=CC(=CC(=C1)OCCOC)N1C=NC=C1)=O N-(6-cyanopyridin-3-yl)-3-(imidazol-1-yl)-5-(2-methoxyethoxy)benzamide